N-(2,4-Dimethoxybenzyl)-N-(3-methoxy-4-(3-methyl-6-(pyrazolo[1,5-a]pyrimidin-3-yl)-1H-pyrazolo[4,3-c]pyridin-1-yl)benzyl)methanesulfonamide COC1=C(CN(S(=O)(=O)C)CC2=CC(=C(C=C2)N2N=C(C=3C=NC(=CC32)C=3C=NN2C3N=CC=C2)C)OC)C=CC(=C1)OC